(6-methoxy-3-methylpyridin-2-yl)methanon COC1=CC=C(C(=N1)C=O)C